(pyrrolidin-3-yl)-2-(trifluoromethyl)chromeno[7,8-d]imidazol-6(1H)-one hydrochloride Cl.N1CC(CC1)N1C(=NC2=C1C=1OC=CC(C1C=C2)=O)C(F)(F)F